(R)-10-fluoro-N-hydroxy-1,2,3,5,6,10b-hexahydropyrrolo[2,1-a]isoquinoline-8-carboxamide FC=1C=C(C=C2CCN3[C@@H](C12)CCC3)C(=O)NO